ClC1=CC2=C(N(C(=N2)OCC)CCCNC(C)=O)C=C1OC N-(3-(5-chloro-2-ethoxy-6-methoxy-1H-benzimidazol-1-yl)propyl)acetamide